1,8-octanediol bis(2-mercaptopropionate) SC(C(=O)OCCCCCCCCOC(C(C)S)=O)C